L-ALANINE METHYL ESTER COC([C@@H](N)C)=O